CC(=CCCCCC#CCC)C1=CC2=CC=CC=C2C=C1 2-(undec-2-en-8-yn-2-yl)naphthalene